potassium lithium iron [Fe].[Li].[K]